CN1C(C(=CC=C1)C1=NC2=C(N1)C=CC(=C2)[N+](=O)[O-])=O 1-methyl-3-(5-nitro-1H-benzo[d]imidazol-2-yl)pyridin-2(1H)-one